CS(=O)(=O)CC1CN(C1)C=1C=CC(=C2C=C(N=CC12)NC1=NC(=NC=C1)N1[C@@H](C[C@@](CC1)(O)C)C)C(C)C (2R,4R)-1-[4-({8-[3-(methanesulfonylmeth-yl)azetidin-1-yl]-5-(propan-2-yl)isoquinolin-3-yl}amino)pyrimidin-2-yl]-2,4-dimethylpiperidin-4-ol